C(C)(C)(C)OC(=O)N(CC(C#N)NC1=CN=CC2=CC=C(C=C12)C(=O)OC)C1=CC(=CC=C1)Cl methyl 4-((2-((tert-butoxycarbonyl)(3-chlorophenyl)amino)-1-cyanoethyl)amino)isoquinoline-6-carboxylate